2-bromo-4'-bromomethyl-biphenyl BrC1=C(C=CC=C1)C1=CC=C(C=C1)CBr